C(C1=CN=CC=C1)(=O)OC1=CC(=CC(=C1)C=NC(C(=O)OC)CC1=CC=C(C=C1)O)Cl 3-chloro-5-((3-(4-hydroxyphenyl)-1-meth-oxy-1-oxopropan-2-ylimino)methyl)phenyl nicotinate